CC=1C=C(C(=O)N[C@@H]2CN[C@H](CC2)C=2OC(=NN2)OCCOC(F)(F)F)C=C(C1)C 3,5-dimethyl-N-[(3S,6R)-6-{5-[2-(trifluoro-methoxy)ethoxy]-1,3,4-oxadiazol-2-yl}piperidin-3-yl]benzamide